O[C@@H](CNC(C1=CC(=CC=C1)C=1C=C2C(=NC1)NC(=C2)C2=CC=C(C=C2)F)=O)CO (S)-N-(2,3-dihydroxypropyl)-3-(2-(4-fluorophenyl)-1H-pyrrolo[2,3-b]pyridin-5-yl)benzamide